BrC1=C2C=NC(=NC2=C(C=C1F)F)F 5-bromo-2,6,8-trifluoroquinazoline